N-[(1S)-5-[2-(2-aminopyridin-3-yl)-5-(pyrazol-1-yl)imidazo[4,5-b]pyridin-3-yl]-2,3-dihydro-1H-inden-1-yl]-2-(prop-2-enamidomethyl)benzamide NC1=NC=CC=C1C1=NC=2C(=NC(=CC2)N2N=CC=C2)N1C=1C=C2CC[C@@H](C2=CC1)NC(C1=C(C=CC=C1)CNC(C=C)=O)=O